N-(phenyl-(p-tolyl)methyl)benzamide C1(=CC=CC=C1)C(NC(C1=CC=CC=C1)=O)C1=CC=C(C=C1)C